5-{[(1E)-1-[(4-phenoxyphenyl)methylene]-1H-inden-3-yl]methyl}-1H-1,2,3,4-tetrazole O(C1=CC=CC=C1)C1=CC=C(C=C1)\C=C\1/C=C(C2=CC=CC=C12)CC1=NN=NN1